Benzyl ((S)-1-(((S)-4-methyl-1-oxo-1-(((S,E)-5-oxo-1-((S)-2-oxopyrrolidin-3-yl)pent-3-en-2-yl)amino)pentan-2-yl)amino)-3-(naphthalen-1-yl)-1-oxopropan-2-yl)carbamate CC(C[C@@H](C(N[C@@H](C[C@H]1C(NCC1)=O)\C=C\C=O)=O)NC([C@H](CC1=CC=CC2=CC=CC=C12)NC(OCC1=CC=CC=C1)=O)=O)C